C(C)OC(=O)C1[C@@H]2CN(C[C@H]12)C(=O)OC(C)(C)C (1s,5r,6s)-3-azabicyclo[3.1.0]hexane-3,6-dicarboxylic acid O3-tert-butyl ester O6-ethyl ester